C(C)(=O)OCNC([C@@H](NC([C@@H](NC(OCC1C2=CC=CC=C2C=2C=CC=CC12)=O)C(C)C)=O)C)=O (5S,8S)-1-(9H-fluoren-9-yl)-5-isopropyl-8-methyl-3,6,9-trioxo-2-oxa-4,7,10-triazaundecan-11-yl acetate